4-bromo-1,6-dimethyl-1,6-dihydro-7H-pyrrolo[2,3-c]pyridin-7-one BrC=1C2=C(C(N(C1)C)=O)N(C=C2)C